7-chloro-1-methyl-N-(oxolan-3-yl)pyrrolo[2,3-c]pyridine-2-carboxamide ClC=1N=CC=C2C1N(C(=C2)C(=O)NC2COCC2)C